5-[8-(3,3-dimethylpyrrolidin-1-yl)imidazo[1,2-b]pyridazin-6-yl]-1H-pyrimidine-2,4-dione CC1(CN(CC1)C=1C=2N(N=C(C1)C=1C(NC(NC1)=O)=O)C=CN2)C